CN(C(=O)C1=CC=C(C=C1)B(O)O)C 4-(N,N-dimethylcarbamoyl)phenyl-boronic acid